S1C(=NC2=C1C=CC=C2)C=2C(OC1=C(C2C#N)C=CC(=C1)N(CC)CC)=O 3-(benzothiazol-2-yl)-7-(diethylamino)-2-oxo-2H-1-benzopyran-4-carbonitrile